NCC1=CC=C(C=C1)NC(C(=O)O)=O [[4-(aminomethyl)phenyl]amino]oxoacetic acid